C1(=CC=CC=C1)C(=NC=1C=2CCC2C=C(C1C1=CC(=NC=C1)OC)C)C1=CC=CC=C1 N-(diphenylmethylene)-3-(2-methoxypyridin-4-yl)-4-methylbicyclo[4.2.0]oct-1(6),2,4-trien-2-amine